BrC=1C=C2C=NN(C2=CC1C=O)C1OCCCC1 5-bromo-1-(tetrahydro-2H-pyran-2-yl)-1H-indazole-6-carbaldehyde